C(C)(C)(C)[C@@](C)(N)C1=CC=C(C=C1)C1=C(C=CC=C1)F (R)-tert-butyl-1-(2'-fluoro-[1,1'-biphenyl]-4-yl)ethan-1-amine